ClC1=CC(=C(C=C1)C1=NC(=NC2=C1N=C(N(C2=O)C)C)[C@]21CCO[C@H]([C@@H]1C2)C=2C=NN(C2)C2CC2)F 8-(4-chloro-2-fluorophenyl)-6-((1r,2r,6s)-2-(1-cyclopropyl-1H-pyrazol-4-yl)-3-oxabicyclo[4.1.0]hept-6-yl)-2,3-dimethylpyrimido[5,4-d]pyrimidin-4(3H)-one